FC(C(C)(O)C=1N=NC(=CC1OC)NCC1=CC=C(C=C1)OC)(F)F 1,1,1-trifluoro-2-[4-methoxy-6-[(4-methoxyphenyl)methylamino]pyridazin-3-yl]propan-2-ol